[Ir+3].FC=1C(=C(C=C(C1)F)C1=C(C(=NC=C1)C(=O)O)C1=C(C(=CC(=C1)F)F)C1=NC=CC=C1)C1=NC=CC=C1 bis[3,5-difluoro-2-(2-pyridyl)phenyl](picolinic acid) iridium (III)